C(#N)C1=C(C=CC(=C1)C(F)(F)F)N1CCC(CC1)(C(=O)N[C@@H]1CN(CC1)C)C=1C=C(C(=NC1)C=1C(=NC=CC1)OC)F 1-[2-cyano-4-(trifluoromethyl)phenyl]-4-{3-fluoro-2'-methoxy-[2,3'-bipyridin]-5-yl}-N-[(3S)-1-methylpyrrolidin-3-yl]piperidine-4-carboxamide